NC1CCC(CC1)NC1=NC2=C(C=C(C=C2C=N1)C1=CC(=NN1C)NS(=O)(=O)C1=C(C=CC=C1)Cl)OC N-(5-(2-(((1r,4r)-4-aminocyclohexyl)amino)-8-methoxy-quinazolin-6-yl)-1-methyl-1H-pyrazol-3-yl)-2-chlorobenzene-sulfonamide